8-Ethyl-5-(piperazin-1-yl)-2,3-dihydro-1,4-benzodioxine C(C)C1=CC=C(C2=C1OCCO2)N2CCNCC2